1-(3,5-difluorophenyl)-3-methyl-5-oxo-N-[[2-(2,2,2-trifluoroethoxy)pyridin-4-yl]methyl]pyrrolidine-3-carboxamid FC=1C=C(C=C(C1)F)N1CC(CC1=O)(C(=O)NCC1=CC(=NC=C1)OCC(F)(F)F)C